C1(=C(C=CC=C1)NN)C (2-tolyl)hydrazine